silyloxysilane [SiH3]O[SiH3]